Cl.O[C@@H]1C[C@H](N(C1)C([C@H](C)N1CCNCC1)=O)C(=O)NCC1=CC=C(C=C1)C1=C(N=CS1)C (2S,4R)-4-hydroxy-N-(4-(4-methylthiazol-5-yl)benzyl)-1-((S)-2-(piperazin-1-yl)propionyl)pyrrolidine-2-carboxamide, hydrochloride